C(C)C(C(=O)[O-])CCCC.C(C)C(C(=O)[O-])CCCC.C(C)C(C(=O)[O-])CCCC.C(C)C(C(=O)[O-])CCCC.[Zr+4] zirconium tetrakis(2-ethylhexanoate)